1,3-Bis(tert-butoxycarbonyl)-2-methyl-2-thiopseudourea C(C)(C)(C)OC(=O)NC(SC)=NC(=O)OC(C)(C)C